N2,N2,2-trimethyl-N1-(2-(pyridin-4-yl)-1,7-naphthyridin-4-yl)propane-1,2-diamine CN(C(CNC1=CC(=NC2=CN=CC=C12)C1=CC=NC=C1)(C)C)C